COC1=CC=C(C=C1)CN([C@H](C(=O)OCC)[C@H](OCC)C=1SC=C(N1)Br)CC1=CC=C(C=C1)OC ethyl (2S,3S)-2-[bis[(4-methoxy phenyl)methyl]amino]-3-(4-bromo-1,3-thiazol-2-yl)-3-ethoxypropanoate